5-{[(2,6-difluoro-3,5-dimethoxyphenyl)amino]methyl}-N-methyl-1H-pyrrolo[2,3-b]pyridine-4-amine FC1=C(C(=C(C=C1OC)OC)F)NCC1=C(C2=C(N=C1)NC=C2)NC